C(C)(=O)O[C@@H]1C([C@@H]2CC[C@H]3[C@H]4[C@](CC[C@@H]3[C@]2(CC1)C)([C@H](CC4)[C@H](C)CCCC(C)(C)O)C)(C)O (1R,3aS,3bS,5aR,7S,9aR,9bS,11aR)-6-hydroxy-1-[(2R)-6-hydroxy-6-methylheptan-2-yl]-6,9a,11a-trimethylhexadecahydro-1H-cyclopenta[1,2-i]phenanthren-7-yl acetate